N1=CC=C(C=C1)C=1C=C(C(N(N1)C=1C=NN(C1)C)=O)C(=O)O 6-(pyridin-4-yl)-2-(1-methyl-1H-pyrazol-4-yl)-3-oxo-2,3-dihydropyridazine-4-carboxylic acid